ClC1=C(C(=NC=C1)C)B(O)O 4-CHLORO-2-METHYLPYRIDINE-3-BORONIC ACID